C1(CC1)CC(C1=CC(=C(C=C1)C)F)NC=1SC(=CN1)C N-(2-cyclopropyl-1-(3-fluoro-4-methylphenyl)ethyl)-5-methylthiazol-2-amine